Cl.N[C@@H](C)C1=CC=C(C=C1)NC(=O)NCC1=CC=C(C=C1)OC (S)-1-(4-(1-aminoethyl)phenyl)-3-(4-methoxybenzyl)urea hydrochloride